C(C1=CC=CC=C1)OC=1C=CC=C2C(=C(N=C(C12)OC1CC(C1)C(=O)O)C1CCOCC1)C1=CC(=C(C=C1)F)F 3-[[8-benzyloxy-4-(3,4-difluorophenyl)-3-tetrahydropyran-4-yl-1-isoquinolyl]oxy]-cyclobutanecarboxylic acid